Methyl (S)-2-((S)-2-(((benzyloxy)carbonyl)amino)-3-phenylpropanamido)-3-(2-hydroxy-5-methylphenyl)propanoate C(C1=CC=CC=C1)OC(=O)N[C@H](C(=O)N[C@H](C(=O)OC)CC1=C(C=CC(=C1)C)O)CC1=CC=CC=C1